(2R,5S)-4-(5-cyclopropyl-7-(4-ethynylpyridin-2-yl)-7H-pyrrolo[2,3-d]pyrimidin-4-yl)-2,5-dimethylpiperazine-1-carboxylic acid tert-butyl ester C(C)(C)(C)OC(=O)N1[C@@H](CN([C@H](C1)C)C=1C2=C(N=CN1)N(C=C2C2CC2)C2=NC=CC(=C2)C#C)C